methyl (4-hydroxymethylcyclohexyl)-acrylate OCC1CCC(CC1)C(C(=O)OC)=C